1-(2-ethyl-3-methyl-4-(phenylamino)-3,4-dihydroquinolin-1(2H)-yl)propan-1-one C(C)C1N(C2=CC=CC=C2C(C1C)NC1=CC=CC=C1)C(CC)=O